(E)-N-(1-(1-(2,4-bis(trifluoromethyl)phenyl)ethyl)-5-methyl-1H-pyrazol-4-yl)-3-(furan-2-yl)acrylamide FC(C1=C(C=CC(=C1)C(F)(F)F)C(C)N1N=CC(=C1C)NC(\C=C\C=1OC=CC1)=O)(F)F